(6-(3-(3,4-difluoro-2-methoxyphenyl)-5-methyl-5-(trifluoromethyl)tetrahydrothiophene-2-carboxamido)-1H-indol-4-yl)boric acid FC=1C(=C(C=CC1F)C1C(SC(C1)(C(F)(F)F)C)C(=O)NC1=CC(=C2C=CNC2=C1)OB(O)O)OC